n-Tridecanen C=CCCCCCCCCCCC